(3R)-8-((3S,5R)-4-acryloyl-3,5-dimethylpiperazin-1-yl)-l-1-(2,4-difluorophenyl)-3-(methoxymethoxy)-10-(trifluoromethyl)-3,4-dihydro-2H,6H-[1,4]thiazepino[2,3,4-ij]quinazolin-6-one C(C=C)(=O)N1[C@H](CN(C[C@H]1C)C1=NC(N2C3=C(C=C(C=C13)C(F)(F)F)S(C[C@@H](C2)OCOC)C2=C(C=C(C=C2)F)F)=O)C